FC=1C=C(C=C(C1)F)[C@H]1N(OCC1)C(=O)[C@@H]1[C@@H](CN(CC1)C1=CC(=NC=N1)C(=O)N)F 6-((3S,4R)-4-((S)-3-(3,5-difluorophenyl)isoxazolidine-2-carbonyl)-3-fluoropiperidin-1-yl)pyrimidine-4-carboxamide